6-bromo-N-[3-methyl-4-[(6-methylpyridin-3-yl)oxy]phenyl]quinazolin-4-amine BrC=1C=C2C(=NC=NC2=CC1)NC1=CC(=C(C=C1)OC=1C=NC(=CC1)C)C